N1CC(CCC1)NC1=NC=C(C(=N1)C1=CNC(C2=CC=CC=C12)=O)C(F)(F)F 4-{2-[(piperidin-3-yl)amino]-5-(trifluoromethyl)pyrimidin-4-yl}-1,2-dihydroisoquinolin-1-one